6,6'-(2,2'-dichloro-[1,1'-biphenyl]-3,3'-diyl)bis(3-(2-(1H-pyrazol-1-yl)ethyl)pyrrolo[2,1-f][1,2,4]triazin-4(3H)-one) ClC1=C(C=CC=C1C=1C=C2C(N(C=NN2C1)CCN1N=CC=C1)=O)C1=C(C(=CC=C1)C=1C=C2C(N(C=NN2C1)CCN1N=CC=C1)=O)Cl